FS(=O)(=O)N1C(CCC1)C1=NC2=C(C=C(C=C2C(N1C)=O)C)C(C)NC1=C(C(=O)O)C=CC=C1 2-[1-[2-(1-Fluorosulfonylpyrrolidin-2-yl)-3,6-dimethyl-4-oxoquinazolin-8-yl]ethylamino]benzoic acid